COC1(C=C(C(C2(CC2)C1)=O)C#N)C=1SC=C(N1)C 7-methoxy-7-(4-methyl-1,3-thiazol-2-yl)-4-oxospiro[2.5]oct-5-ene-5-carbonitrile